N-(4-cyano-3-(trifluoromethyl)phenyl)-3-(4-(4-(3-(4-(2-((2,6-dioxopiperidin-3-yl)(methyl)amino)-2-oxoethyl)phenoxy)propyl)piperazin-1-yl)phenoxy)-2-hydroxy-2-methylpropanamide C(#N)C1=C(C=C(C=C1)NC(C(COC1=CC=C(C=C1)N1CCN(CC1)CCCOC1=CC=C(C=C1)CC(=O)N(C)C1C(NC(CC1)=O)=O)(C)O)=O)C(F)(F)F